(S)-((S)-4-((4-((R)-2-azidobutan-2-yl)-6-chloro-2,7-naphthyridin-1-yl)oxy)-2-methylpentan-2-yl)(imino)(methyl)-λ6-sulfanone N(=[N+]=[N-])[C@](C)(CC)C1=CN=C(C2=CN=C(C=C12)Cl)O[C@H](CC(C)(C)[S@@](=O)(C)=N)C